C(=O)C1=CC=C2C=CC(=NC2=N1)NC(C)=O N-(7-FORMYL-[1,8]NAPHTHYRIDIN-2-YL)-ACETAMIDE